3-(1-methylethyl)-7-[2,3,5-tri(fluoro)phenyl]-1H-indole-2-carboxylic acid CC(C)C1=C(NC2=C(C=CC=C12)C1=C(C(=CC(=C1)F)F)F)C(=O)O